(1-[2-(methoxymethoxy)phenyl]-2-methylprop-1-en-1-yl)-9,9a-dihydro-4aH-fluorene COCOC1=C(C=CC=C1)C(=C(C)C)C1=CC=CC2C3=CC=CC=C3CC12